C12(CC(C1)(C2)C(=O)OC)C(=O)ON2C(C1=CC=CC=C1C2=O)=O 1-(1,3-Dioxoisoindol-2-yl) 3-methyl bicyclo[1.1.1]pentane-1,3-dicarboxylate